CO[SiH2]O[Si](O[Si](O[Si](O[Si](O[SiH](C)C)(C)C)(C)C)(C)C)(C)C1=CC=CC=C1 1-methoxysiloxy-1-phenyl-1,3,3,5,5,7,7,9,9-nonamethyl-pentasiloxane